N-[3-(5-chloro-1,3-benzoxazol-2-yl)-1-bicyclo[1.1.1]pentanyl]-5-(methylsulfonylmethyl)furan-2-carboxamide ClC=1C=CC2=C(N=C(O2)C23CC(C2)(C3)NC(=O)C=3OC(=CC3)CS(=O)(=O)C)C1